1-(4-hydroxy-2-(5-(4-(hydroxymethyl)phenyl)-1H-imidazol-2-yl)piperidin-1-yl)-2-methylbutan-1-one OC1CC(N(CC1)C(C(CC)C)=O)C=1NC(=CN1)C1=CC=C(C=C1)CO